2-(5-bromofuran-2-yl)-3-(methylamino)imidazo[1,2-a]pyridine-7-carbonitrile BrC1=CC=C(O1)C=1N=C2N(C=CC(=C2)C#N)C1NC